CC(C)=CCC[C@@H](C)[C@H]1CC[C@H]2[C@@H]3CC=C4CCCC[C@]4(C)[C@H]3CC[C@]12C 5,24-cholestadien